Cl.Cl.CNC(=O)C=1N=CSC1 N-methylthiazole-4-carboxamide dihydrochloride